NC(C(=O)O)CC1=CNC2=CC=C(C(=C12)CC=C(C)C)Br 2-amino-3-[5-bromo-4-(3-methyl-2-butenyl)-1H-indol-3-yl]propionic acid